carbabicin C=C(CN(CCO)CCO)O